diethyl 1-(4-cyanophenyl)-1,3-dihydro-2H-cyclopenta[b]benzofuran-2,2-dicarboxylate C(#N)C1=CC=C(C=C1)C1C(CC=2OC3=C(C21)C=CC=C3)(C(=O)OCC)C(=O)OCC